C(C)OC(=O)C1(CC(=NO1)C1=C(C=C(C(=C1)N1C(N(C(=CC1=O)C(F)(F)F)C)=O)F)Cl)C 3-[2-Chloro-5-[3,6-dihydro-3-methyl-2,6-dioxo-4-(trifluoromethyl)-1(2H)-pyrimidinyl]-4-fluorophenyl]-4,5-dihydro-5-methyl-5-isoxazolecarboxylic acid ethyl ester